ClC1=CC=CC2=C1N(C(=N2)NC(C2=CC(=NC=C2)C)=O)C2CN(CCCC2)C(C=CCN(C)C)=O N-(7-chloro-1-(1-(4-(dimethylamino)but-2-enoyl)azepan-3-yl)-1H-benzo[d]imidazol-2-yl)-2-methylisonicotinamide